OCCN1C=C(C2=CC=C(C=C12)C=1C=NNC1)C(=O)C1OC2=C(OC1)C=CC(=C2)OC [1-(2-Hydroxyethyl)-6-(1H-pyrazol-4-yl)indol-3-yl]-(6-methoxy-2,3-dihydro-1,4-benzodioxin-3-yl)methanone